C(C)(C)(C)[Si](OCCOC12CC3(CC(CC(C1)(C3)CN3N=CC=C3C)(C2)C)C)(C2=CC=CC=C2)C2=CC=CC=C2 t-butyl-diphenyl-[2-[[3,5-dimethyl-7-[(5-methylpyrazol-1-yl)methyl]-1-adamantyl]oxy]ethoxy]silane